C1(CC1)C1=CC(=NN1)NC1=NC(=NC=C1)N1C2CCC(C1)(CC2)CO [2-[4-[(5-Cyclopropyl-1H-pyrazol-3-yl)amino]pyrimidin-2-yl]-2-azabicyclo[2.2.2]octan-4-yl]methanol